ferrous dibutoxide [O-]CCCC.[O-]CCCC.[Fe+2]